CYCLOBUTYL ISOCYANIDE C1(CCC1)[N+]#[C-]